C1(CC1)C1=NC=NC(=C1C1=CC2=C(N=N1)C=NN2CC2=CC=C(C=C2)N2N=C(C=C2C)C(F)(F)F)OC 6-(4-Cyclopropyl-6-methoxypyrimidin-5-yl)-1-(4-(5-methyl-3-(trifluoromethyl)-1H-pyrazol-1-yl)benzyl)-1H-pyrazolo[4,3-c]pyridazine